[Al].[Si](=O)=O silicon dioxide aluminium